O1CCN(CC1)C=1OC(=CC(C1)=O)C=1C=CC=C2C=CC=NC12 2-morpholino-6-(quinolin-8-yl)-4H-pyran-4-one